1,2-bis(4-aminophenoxy)benzene NC1=CC=C(OC2=C(C=CC=C2)OC2=CC=C(C=C2)N)C=C1